COC=1N=C2C(=CC=NC2=CC1OC)OC1=C(C=C(C=C1)NC(=O)C1=CN(C(=C(C1=O)C1=CC=C(C=C1)F)CO)CC)F N-[4-[(6,7-Dimethoxy-1,5-naphthyridin-4-yl)oxy]-3-fluorophenyl]-1-ethyl-5-(4-fluorophenyl)-6-(hydroxymethyl)-4-oxopyridine-3-carboxamide